1-((5-(5-(difluoromethyl)-1,3,4-oxadiazole-2-yl)pyridine-2-yl)methyl)-6-fluoro-5-(3-fluorophenyl)-3-methyl-1,3-dihydro-2H-benzo[d]imidazole-2-one FC(C1=NN=C(O1)C=1C=CC(=NC1)CN1C(N(C2=C1C=C(C(=C2)C2=CC(=CC=C2)F)F)C)=O)F